C1(=CC=CC=C1)C(C1=CC=CC=C1)(C1=CC=CC=C1)Cl Triphenyl-methylchlorid